2,5-dimethyl-1H-indole CC=1NC2=CC=C(C=C2C1)C